N-{4-[4-cyano-2-(1-methyl-2-imidazolyl)phenyl]-6-cyclopropyl-2-pyridyl}-5-({(1S,4S)-5-methyl-2,5-diazabicyclo[2.2.1]hept-2-yl}methyl)-1-cyclopropyl-2-oxo-1,2-dihydronicotinamide C(#N)C1=CC(=C(C=C1)C1=CC(=NC(=C1)C1CC1)NC(C=1C(N(C=C(C1)CN1[C@@H]2CN([C@H](C1)C2)C)C2CC2)=O)=O)C=2N(C=CN2)C